O=C1NC(CCC1C1=C(C=C(C=C1)N1C[C@@H](N(CC1)C(=O)OC(C)(C)C)COC)F)=O Tert-butyl (2R)-4-[4-(2,6-dioxo-3-piperidyl)-3-fluoro-phenyl]-2-(methoxymethyl)piperazine-1-carboxylate